6-(3',4'-difluoro-[1,1'-Biphenyl]-4-yl)-2-Methyl-1H-benzo[d]Imidazol FC=1C=C(C=CC1F)C1=CC=C(C=C1)C=1C=CC2=C(NC(=N2)C)C1